tert-butyl-N-[1-[(4-bromophenyl)methyl]-4-piperidinyl]-N-methyl-carbamic acid C(C)(C)(C)OC(N(C)C1CCN(CC1)CC1=CC=C(C=C1)Br)=O